4-hydroxybenzotriazine OC1=NN=NC2=C1C=CC=C2